ClC1=C(C(=O)NC(NC=2C(=NC=NC2C(C)C)C(C)C)=O)C=C(C(=N1)Cl)F 2,6-dichloro-N-((4,6-diisopropylpyrimidin-5-yl)carbamoyl)-5-fluoronicotinamide